(S)-1-(2,5-difluorophenyl)propane-1,3-diol FC1=C(C=C(C=C1)F)[C@H](CCO)O